C1CCC2=C(C=3CCCC3C=C12)NC(=O)NS(=O)(=O)C1COCC1 N-((1,2,3,5,6,7-hexahydro-s-indacen-4-yl)carbamoyl)tetrahydrofuran-3-sulfonamide